2-propylphosphine oxide CC(C)[PH2]=O